FC1=C(C=CC=C1F)C(C(=O)NC1(CC1)CN1CCCC1)(C)C 2-(2,3-difluorophenyl)-2-methyl-N-(1-(pyrrolidin-1-ylmethyl)cyclopropyl)propanamide